tert-butyl 4-[8-(3-hydroxycyclobutyl)-2-methylsulfanyl-7-oxo-pyrido[2,3-d]pyrimidin-6-yl]-8-methyl-2,3-dihydroquinoxaline-1-carboxylate OC1CC(C1)N1C(C(=CC2=C1N=C(N=C2)SC)N2CCN(C1=C(C=CC=C21)C)C(=O)OC(C)(C)C)=O